10-((4-fluorobenzyl)oxy)-6-methyl-1,2,3,4,5,6-hexahydroazepino[4,5-b]indole FC1=CC=C(COC=2C=3C4=C(N(C3C=CC2)C)CCNCC4)C=C1